FC(OC=1C=C(C=CC1)N1C(N(C2=C1C(=CC(=C2)C(=O)NC2(CCS(CC2)(=O)=O)C)F)C(C)C)=O)F 1-[3-(difluoromethoxy)phenyl]-7-fluoro-3-isopropyl-N-(4-methyl-1,1-dioxo-thian-4-yl)-2-oxo-benzimidazole-5-carboxamide